C1(=CC=CC=C1)C(C(=O)O)C1=CC=CC=C1.C1(=CC=CC=C1)C#CC1=CC=CC=C1 diphenylacetylene (diphenyl acetate)